2-[6-(4-hydroxycyclohexyl)hexyl]-5,6-dimethoxy-3-methylcyclohexa-2,5-diene-1,4-dione OC1CCC(CC1)CCCCCCC=1C(C(=C(C(C1C)=O)OC)OC)=O